C1(=C(C=CC=C1)C=1C=CC(=NC1)CC=1OC=C(N1)C(=O)O)C 2-((5-(o-tolyl)pyridin-2-yl)methyl)oxazole-4-carboxylic acid